C(C)(C)C=1C=C(C=CC1)C(CC(C=O)C)(CC=C(C)C)C 4-(3-isopropylphenyl)-2,4,7-trimethyloct-6-enal